5-{3-(trifluoromethyl)-4-[6-(trifluoromethyl)pyridin-3-yl]phenyl}-3,6-dihydro-2H-1,3,4-oxadiazin-2-one FC(C=1C=C(C=CC1C=1C=NC(=CC1)C(F)(F)F)C1=NNC(OC1)=O)(F)F